C(CCCCCNC(=O)NCCN)NC(=O)NCCN 1,1'-(hexane-1,6-diyl)bis[3-(2-aminoethyl)urea]